di(n-hexyl) isophthalate C(C1=CC(C(=O)OCCCCCC)=CC=C1)(=O)OCCCCCC